3-[[(3R)-1-[7-(ethylamino)-5-fluoro-3-methyl-2-OxO-indolin-3-yl]-3-piperidyl]carbamoyl]benzenesulfonyl fluoride C(C)NC=1C=C(C=C2C(C(NC12)=O)(C)N1C[C@@H](CCC1)NC(=O)C=1C=C(C=CC1)S(=O)(=O)F)F